CC1([C@H]2CN([C@@H]([C@@H]12)C(=O)O)C([C@@H](NC(C(F)(F)F)=O)C(C)(C)C)=O)C (1R,2S,5S)-6,6-Dimethyl-3-[3-methyl-N-(trifluoroacetyl)-L-valyl]-3-azabicyclo[3.1.0]hexane-2-carboxic acid